C(C)OC(C)(C)[C@@]1(CN(CC1)C(C)(C)C=1C=NC(=CC1)C)CNC(=O)NC (R)-1-((3-(2-ethoxypropan-2-yl)-1-(2-(6-methylpyridin-3-yl)propan-2-yl)pyrrolidin-3-yl)methyl)-3-methylurea